(2-(3-(1-methyl-1H-pyrazol-5-yl)phenyl)pyrimidin-4-yl)methanol CN1N=CC=C1C=1C=C(C=CC1)C1=NC=CC(=N1)CO